OC=1C=CC=C2C(NC(NC12)=O)=O 8-hydroxy-1,2,3,4-tetrahydroquinazoline-2,4-dione